C(C1=CC=CC=C1)(=O)C=1C(OC2=CC(=CC=C2C1)N(C)C)=O 3-benzoyl-7-(dimethylamino)coumarin